CN(CCCN(C(NC1=CC=C(C(=O)N)C=C1)=O)CCCN(C)C)C 4-(3,3-bis(3-(dimethylamino)propyl)ureido)benzamide